2-fluoro-4-(1-(1-(7-methylquinolin-6-yl)ethyl)-1H-imidazo[4,5-b]pyrazin-6-yl)benzamide FC1=C(C(=O)N)C=CC(=C1)C1=CN=C2C(=N1)N(C=N2)C(C)C=2C=C1C=CC=NC1=CC2C